N[C@H]1CN(CCC1)C(=O)C1=CC=2N(C=C1)C(=C(N2)C=2N(C1=CC=CC=C1C2)CC2CCC2)C (R)-(3-aminopiperidin-1-yl)(2-(1-(cyclobutylmethyl)-1H-indol-2-yl)-3-methylimidazo[1,2-a]pyridin-7-yl)methanone